NC1=NNC(=C1)N 3,5-DIAMINO-1H-PYRAZOL